COC(C(C)(C)OC1=CC(=CC=C1)CC1=C(N(C2=CC(=CC=C12)C(N[C@@H](C(F)(F)F)C1=CC(=CC=C1)C(C)(C)C)=O)CC(C)C)C)=O.N1=C(C=CC=C1)NC(C1=CC=CC=C1)=O N-(pyridine-2-yl)benzamide methyl-(R)-2-(3-((6-((1-(3-(tert-butyl)phenyl)-2,2,2-trifluoroethyl)carbamoyl)-1-isobutyl-2-methyl-1H-indol-3-yl)methyl)phenoxy)-2-methylpropanoate